2-cyclopentyl-4-[(1S,2R)-2-hydroxycyclohexoxy]-N-[(E,1S)-1-methyl-3-methylsulfonyl-allyl]pyrimidine-5-carboxamide C1(CCCC1)C1=NC=C(C(=N1)O[C@@H]1[C@@H](CCCC1)O)C(=O)N[C@H](\C=C\S(=O)(=O)C)C